5-bromo-1'-[2-(4-methanesulfonylphenoxy)ethyl]-1,2-dihydrospiro[indole-3,4'-piperidin] BrC=1C=C2C(=CC1)NCC21CCN(CC1)CCOC1=CC=C(C=C1)S(=O)(=O)C